6-chloro-5-(3-hydroxypiperazin-1-yl)-2,3-dihydro-1,4-benzodioxine ClC1=C(C2=C(OCCO2)C=C1)N1CC(NCC1)O